(5R,8S)-10-(4-methoxyphenyl)-6,7,8,9-tetrahydro-5H-5,8-epiminocyclohepta[c]pyridine COC1=CC=C(C=C1)N1[C@@H]2CC[C@H]1CC=1C=NC=CC12